ClC1=C(C=C(C=C1)CCC(=O)NC=1SC2=C(N1)C=CC(=C2)C(=O)O)F 2-(3-(4-chloro-3-fluorophenyl)propanamido)benzo[d]thiazole-6-carboxylic acid